COP(=O)(OC)C(C(=O)[O-])CCC=C(C)C 2-(dimethoxy phosphoryl)-6-methylhept-5-enoate